7-[2-(1-cyclopropylpyrazol-4-yl)tetrahydropyran-4-yl]-5-(2,4-difluorophenyl)-2,3-dimethyl-pyrido[2,3-d]pyrimidin-4-one C1(CC1)N1N=CC(=C1)C1OCCC(C1)C=1C=C(C2=C(N=C(N(C2=O)C)C)N1)C1=C(C=C(C=C1)F)F